C(#N)C1=CC2=C(N=C(S2)NC=2SC(=C(N2)C2=CC=CC=C2)C)C=C1 2-((6-cyanobenzo[d]thiazol-2-yl)amino)-5-methyl-4-phenylthiazole